COC1=C(C=CC(=N1)C=1N=NC(=CC1)OC1CC(NC(C1)(C)C)(C)C)C=1C=NN(C1)C 3-[6-methoxy-5-(1-methylpyrazol-4-yl)pyridin-2-yl]-6-[(2,2,6,6-tetramethylpiperidin-4-yl)oxy]pyridazine